1-(3-(4-methoxyphenyl)-1H-1,2,4-triazol-5-yl)-N-((1-(4-methylbenzyl)pyrrolidin-3-yl)methyl)piperidine-4-carboxamide formate C(=O)O.COC1=CC=C(C=C1)C1=NNC(=N1)N1CCC(CC1)C(=O)NCC1CN(CC1)CC1=CC=C(C=C1)C